NC1=NC(=C2N=CN=C2N1)OC[C@H]1CCC(N1)=O (5R)-5-{[(2-Amino-3H-purin-6-yl)oxy]methyl}-2-pyrrolidinone